3-fluoro-2,3-dibromobenzene FC1(C(C=CC=C1)Br)Br